ClC1=C(C=CC(=C1)F)C1=C2N=C(C(=NC2=CC(=C1)[C@@H]1C[C@@H](OCC1)C=1C=NN(C1)C1CC1)C)C 5-(2-chloro-4-fluorophenyl)-7-((2R,4S)-2-(1-cyclopropyl-1H-pyrazol-4-yl)tetrahydro-2H-pyran-4-yl)-2,3-dimethylquinoxaline